COC1=CC=C(CN(C2=CC(=C(C(=N2)C2=C(C=C3C(=NC(=NC3=C2F)F)N2C[C@H]3CC[C@@H](C2)N3C(=O)OC(C)(C)C)C(F)(F)F)I)C)CC3=CC=C(C=C3)OC)C=C1 tert-butyl (1R,5S)-3-(7-(6-(bis(4-methoxybenzyl)amino)-3-iodo-4-methylpyridin-2-yl)-2,8-difluoro-6-(trifluoromethyl)quinazolin-4-yl)-3,8-diazabicyclo[3.2.1]octane-8-carboxylate